[Si](C)(C)(C(C)(C)C)OCC1N(CCC1)C1=C2C(=NC(=N1)Cl)N(N=C2C)CC2CCC2 4-(2-(((tert-butyldimethylsilyl)oxy)methyl)pyrrolidin-1-yl)-6-chloro-1-(cyclobutylmethyl)-3-methyl-1H-pyrazolo[3,4-d]pyrimidine